tert-butyl (1R,5S)-3-(7-bromo-2-chloro-8-fluoro-quinazolin-4-yl)-1-(cyclopropoxymethyl)-3,8-diazabicyclo[3.2.1]octane-8-carboxylate BrC1=CC=C2C(=NC(=NC2=C1F)Cl)N1C[C@]2(CC[C@@H](C1)N2C(=O)OC(C)(C)C)COC2CC2